3-fluoro-2-hydroxy-5-(3-(4-(pyrrolidin-1-yl)phenyl)isoxazol-5-yl)benzaldehyde FC=1C(=C(C=O)C=C(C1)C1=CC(=NO1)C1=CC=C(C=C1)N1CCCC1)O